ethyl 3-(2-(4-morpholinophenylamino)thieno[3,2-d]pyrimidin-7-yl)benzoate O1CCN(CC1)C1=CC=C(C=C1)NC=1N=CC2=C(N1)C(=CS2)C=2C=C(C(=O)OCC)C=CC2